C(C)N1N=CC(=C1C=1C(=NC(=CC1)NC1CC1)F)C(=O)N[C@@H]1C(NC2=C(C(=N1)C1=CC=CC=C1)C=CC=C2)=O 1-ethyl-5-[2-fluoro-6-(cyclopropylamino)pyridin-3-yl]-N-[(3S)-2-oxo-5-phenyl-1,3-dihydro-1,4-benzodiazepine-3-Yl]pyrazole-4-carboxamide